C1(CC1)C1=CC=C(N=N1)NC1=NN2C(C=C(C=C2)C2=C(C=NN2C)OC[C@@H]2N(CC2)C(=O)OC(C)(C)C)=C1 tert-butyl (R)-2-(((5-(2-((6-cyclopropylpyridazin-3-yl)amino)pyrazolo[1,5-a]pyridin-5-yl)-1-methyl-1H-pyrazol-4-yl)oxy)methyl)azetidine-1-carboxylate